4-(dimethylamino)but-2-en-1-one-4,4-d2 CN(C(C=CC=O)([2H])[2H])C